C(OC1=C2C=CC(=CC2=CC=C1)N)([2H])([2H])[2H] 5-(methoxy-d3)naphthalen-2-amine